(3R,4S)-3-cyclopropyl-1-[6-(3-methoxypyridin-2-yl)pyrrolo[1,2-b]pyridazin-4-yl]-4-methyl-2-oxopyrrolidine-3-carbonitrile C1(CC1)[C@]1(C(N(C[C@H]1C)C=1C=2N(N=CC1)C=C(C2)C2=NC=CC=C2OC)=O)C#N